ClC=1SC=C(C1NC(=O)C1=CN=C(S1)NC1=NC(=NC(=C1)N1CCN(CC1)CCO)C)CF N-(2-chloro-4-(fluoromethyl)thiophen-3-yl)-2-((6-(4-(2-hydroxyethyl)piperazin-1-yl)-2-methylpyrimidin-4-yl)amino)thiazole-5-carboxamide